2,5,6,9,10,13,14,17-octaoxanonadecan-19-amide COCCOOCCOOCCOOCCOCC(=O)N